1-(4-(4-AMINO-1-CYCLOPROPYL-1H-PYRAZOLO[3,4-D]PYRIMIDIN-3-YL)PHENYL)-3-(3-(TERT-BUTYL)ISOXAZOL-5-YL)UREA NC1=C2C(=NC=N1)N(N=C2C2=CC=C(C=C2)NC(=O)NC2=CC(=NO2)C(C)(C)C)C2CC2